(E)-4-bromo-2-(β-(3,4,5-trimethoxyphenyl)acryloyl)-2H-1,2-oxazin-3(6H)-one BrC=1C(N(OCC1)C(\C=C\C1=CC(=C(C(=C1)OC)OC)OC)=O)=O